NC1(C(C1)C)C#N 1-amino-2-methylcyclopropane-1-carbonitrile